CC1=CC(=NN1C1CC2(CN(C2)C(=O)OC(C)(C)C)C1)N1C2(CCC2)CC(CC1)N(C1COC1)C Tert-butyl 6-(5-methyl-3-(8-(methyl(oxetan-3-yl)amino)-5-azaspiro[3.5]nonan-5-yl)-1H-pyrazol-1-yl)-2-azaspiro[3.3]heptane-2-carboxylate